C(CCC)C(C)O[Zr] (monobutylethoxy)zirconium